1-(4-cyano-3-(trifluoromethyl)phenyl)-N-(5-(2-(piperidin-4-yl)ethyl)pyridin-2-yl)piperidine-4-carboxamide C(#N)C1=C(C=C(C=C1)N1CCC(CC1)C(=O)NC1=NC=C(C=C1)CCC1CCNCC1)C(F)(F)F